4-(benzyloxy)-3-(methoxycarbonyl)-7-(trifluoromethyl)isoquinoline 2-oxide C(C1=CC=CC=C1)OC1=C([N+](=CC2=CC(=CC=C12)C(F)(F)F)[O-])C(=O)OC